6-bromo-N-[3-chloro-4-(2-pyridylmethoxy)phenyl]quinazolin-4-amine BrC=1C=C2C(=NC=NC2=CC1)NC1=CC(=C(C=C1)OCC1=NC=CC=C1)Cl